nitric acid, fluoride [N+](=O)([O-])F